6-[4-(8,10-dioxo-3-azaspiro[5.5]undecan-9-yl)-3-ethyl-5-methylphenyl]pyridine-3-carbonitrile O=C1CC2(CCNCC2)CC(C1C1=C(C=C(C=C1C)C1=CC=C(C=N1)C#N)CC)=O